3-(3-((6-((2-methylthiazol-4-yl)methoxy)pyridin-3-yl)methyl)isoxazol-5-yl)pyridin-2-amine CC=1SC=C(N1)COC1=CC=C(C=N1)CC1=NOC(=C1)C=1C(=NC=CC1)N